(2-chloroacetyl)-4-((5-(1-methyl-1H-indazol-6-yl)furan-2-yl)methyl)-1-thia-4,8-diazaspiro[4.5]decan-3-one ClCC(=O)C1SC2(N(C1=O)CC=1OC(=CC1)C1=CC=C3C=NN(C3=C1)C)CCNCC2